NC=1C=C(C=CC1)[S@@](=NC(OC(C)(C)C)=O)(=O)C tert-butyl N-[(S)-(3-aminophenyl)(methyl)oxo-λ6-sulfanylidene]carbamate